(1H-imidazol-1-yl)[(1S,4S)-2-oxa-5-azabicyclo[2.2.1]heptan-5-yl]methanone N1(C=NC=C1)C(=O)N1[C@@H]2CO[C@H](C1)C2